(R)-8-((1-acetylpiperidin-4-yl)oxy)-4-((1-(3-(difluoromethyl)-2-fluorophenyl)ethyl)amino)-6-(1-(fluoromethyl)cyclopropyl)-2-methylpyrido[4,3-d]pyrimidine-7(6H)-one C(C)(=O)N1CCC(CC1)OC=1C(N(C=C2C1N=C(N=C2N[C@H](C)C2=C(C(=CC=C2)C(F)F)F)C)C2(CC2)CF)=O